OC1=CC(C=CC1=O)=O 6-hydroxy-1,4-benzoquinone